4-(aminomethyl)-6-(5-((2-chlorobenzyl)oxy)-1-methyl-1H-pyrazol-4-yl)phthalazin-1(2H)-one NCC1=NNC(C2=CC=C(C=C12)C=1C=NN(C1OCC1=C(C=CC=C1)Cl)C)=O